1,1-pentanediol C(CCCC)(O)O